B([O-])(F)F.C(C(=O)O)(=O)O.[Li+].FC1=C(C(=C(C(=C1[B-](C1=C(C(=C(C(=C1F)F)F)F)F)(C1=C(C(=C(C(=C1F)F)F)F)F)C1=C(C(=C(C(=C1F)F)F)F)F)F)F)F)F.C(#N)C1=[N+](C=CC=C1)CC1=CC=CC=C1 2-cyano-1-(benzyl)pyridinium tetrakis(pentafluorophenyl)borate Lithium monooxalate difluoroborate